BrC1=CC=C(C=C1)C1=C2C(=NN(C1=O)C1=CC3=CN(N=C3C=C1)C)C=CC(=N2)OCC 4-(4-bromophenyl)-6-ethoxy-2-(2-methyl-2H-indazol-5-yl)pyrido[3,2-c]pyridazin-3(2H)-one